C1N([C@@H](CC12OCC=CC2)C(=O)OC)C(=O)OCC2=CC=CC=C2 2-Benzyl 3-methyl (3S)-6-oxa-2-azaspiro[4.5]dec-8-ene-2,3-dicarboxylate